6-((3-methyl-1,4-dioxo-1,4-dihydronaphthalen-2-yl)methyl)pyridazine-3-carboxamide CC1=C(C(C2=CC=CC=C2C1=O)=O)CC1=CC=C(N=N1)C(=O)N